5-((2-bromo-5-iso-propyl-pyridin-4-yl)oxy)-N4-cyclopropyl-pyrimidine-2,4-diamine BrC1=NC=C(C(=C1)OC=1C(=NC(=NC1)N)NC1CC1)C(C)C